9-(2-isopropyl-4-methylpyridin-3-yl)-7-methyl-2-((6-methyl-2,3-dihydrobenzofuran-5-yl)amino)-7,9-dihydro-8H-purin-8-one C(C)(C)C1=NC=CC(=C1N1C2=NC(=NC=C2N(C1=O)C)NC=1C(=CC2=C(CCO2)C1)C)C